OC(=O)C(F)(F)F.O=C1N(CC2N1CCNC2)CC2CC(C2)C(=O)O 3-[(3-oxo-1,5,6,7,8,8a-hexahydroimidazo[1,5-a]pyrazin-2-yl)methyl]cyclobutanecarboxylic acid TFA salt